tert-butyl 3-((2-(benzyloxy)-2-oxoethyl)((chloromethoxy)carbonyl)amino)propanoate C(C1=CC=CC=C1)OC(CN(CCC(=O)OC(C)(C)C)C(=O)OCCl)=O